(SR,1SR,2RS)-2-(3-chlorophenyl)-N-(6-(((6-cyclopropylimidazo[1,2-a]pyridin-2-yl)methyl)amino)pyrimidin-4-yl)cyclopropane-1-sulfonimidamide ClC=1C=C(C=CC1)[C@@H]1[C@H](C1)[S@@](=O)(NC1=NC=NC(=C1)NCC=1N=C2N(C=C(C=C2)C2CC2)C1)=N |r|